C(C)(=O)N1N=CC(=C1)C1=CC=NC2=C(C=CC=C12)NC(C1=CC=C(C=C1)OC(C)C)=O N-(4-(1-acetyl-1H-pyrazol-4-yl)quinolin-8-yl)-4-isopropoxybenzamide